C(C1=CC=CC=C1)OC(=O)N(C[C@@H](NC(=O)OC(C)(C)C)C(=O)OC)CCNC(=O)OCC1C2=CC=CC=C2C=2C=CC=CC12 methyl 3-{[(benzyloxy)carbonyl](2-{[(9H-fluoren-9-ylmethoxy)carbonyl]amino}ethyl)amino}-N-(tert-butoxycarbonyl)-D-alaninate